2-(2-(7-methoxy-1-methyl-9H-pyrido[3,4-b]indol-9-yl)ethyl)-1,3,4-oxadiazole COC1=CC=C2C3=C(N(C2=C1)CCC=1OC=NN1)C(=NC=C3)C